4-amino-7-chloro-N-methyl-N-((3S)-6-(trifluoromethyl)-2,3-dihydrofuro[2,3-b]pyridin-3-yl)-1,3-dihydrofuro[3,4-c]quinoline-8-carboxamide NC1=NC=2C=C(C(=CC2C2=C1COC2)C(=O)N([C@@H]2COC1=NC(=CC=C12)C(F)(F)F)C)Cl